methyl-(3R)-1-[7-benzyloxy-4-(4-fluorophenyl)-3-tetrahydropyran-4-yl-2-quinolyl]pyrrolidine-3-carboxylate COC(=O)[C@H]1CN(CC1)C1=NC2=CC(=CC=C2C(=C1C1CCOCC1)C1=CC=C(C=C1)F)OCC1=CC=CC=C1